C(C)(C)[Si](N1C=C(C2=CC=CC=C12)B(O)O)(C(C)C)C(C)C 1-(TRIISOPROPYLSILYL)-1H-INDOLE-3-BORONIC ACID